2-hydroxymethyl-1,3-dioxetane OCC1OCO1